C(C)C(C(=O)[O-])(C(=O)[O-])CC.[Ca+2] calcium 2,2-diethylmalonate